CN1C=C(C2=CC=CC=C12)C1=NN(C=C1)C1=CC(=NC(=N1)OCCC=1C=NN(C1)C)N1CCOCC1 4-(6-(3-(1-methyl-1H-indol-3-yl)-1H-pyrazol-1-yl)-2-(2-(1-methyl-1H-pyrazol-4-yl)ethoxy)pyrimidin-4-yl)morpholine